BrC1=NN(C(=C1C#N)N(C)C(=O)OC(C)(C)C)[C@H]1C[C@H](N(C1)C(=O)OC(C)(C)C)C Tert-butyl (2R,4S)-4-{3-bromo-5-[(tert-butoxycarbonyl)(methyl)amino]-4-cyanopyrazol-1-yl}-2-methylpyrrolidine-1-carboxylate